CS(=O)(=O)NC1=CC(=C2CN(CC2=C1)C(=O)OC(C)(C)C)C1=CC=CC=C1 tert-butyl 6-(methylsulfonylamino)-4-phenylisoindoline-2-carboxylate